N=1C=CC23C(=CC=CC12)C=CC=C3 benzo[d]indole